[4-(cyclobutylmethoxy)-3-methoxyphenyl]acetic acid C1(CCC1)COC1=C(C=C(C=C1)CC(=O)O)OC